OCCC1(CCC1)NC(=O)C1=C(OC2=C1C=C(C=C2)OCC2=C(N=CS2)C)C N-(1-(2-hydroxyethyl)cyclobutyl)-2-methyl-5-((4-methylthiazol-5-yl)methoxy)benzofuran-3-carboxamide